C(C)(C)(C)OC(=O)N1CCC(CC1)CN1CCC(CC1)[C@@H]1CCNC=2N1N=C(C2C(N)=O)C2=CC=C(C=C2)OC2=CC=CC=C2 (S)-4-((4-(3-carbamoyl-2-(4-phenoxyphenyl)-4,5,6,7-tetrahydropyrazolo[1,5-a]pyrimidin-7-yl)piperidin-1-yl)methyl)piperidine-1-carboxylic acid tert-butyl ester